COC1=C(C=CC(=C1)C=C)OS(=O)(=O)O The molecule is an aryl sulfate that is 4-vinylcatechol in which the two phenolic hydrogens are replaced by methyl and sulfo groups. It is an aryl sulfate, a monomethoxybenzene and a member of styrenes. It derives from a catechol. It is a conjugate acid of a 4-vinylguaiacol sulfate(1-).